non-1-yne C#CCCCCCCC